S1C(=NC2=C1C=CC=C2)B2OC(C)(C)C(C)(C)O2 benzo[d]thiazol-2-yl-boronic acid pinacol ester